ClC1=NC=C(C(=C1)N=C(C1=CC=CC=C1)C1=CC=CC=C1)OC(F)(F)F N-(2-chloro-5-(trifluoromethoxy)pyridin-4-yl)-1,1-diphenylmethanimine